2,2'-{[(4-methyl-1H-benzotriazol-1-yl)methyl]imino}bispropane CC1=CC=CC=2N(N=NC21)CN(C(C)C)C(C)C